FC=1C(=NC(=NC1NC1=NNC(=C1)C)N(C1C2CC3(CC(CC1C3)C2)O)C)CO 4-[(5-fluoro-4-(hydroxymethyl)-6-[(5-methyl-1H-pyrazol-3-yl)amino]Pyrimidin-2-yl)(methyl)amino]Adamantan-1-ol